4-Chloro-7-[(2R*)-2-{4-[4-(dibutoxymethyl)piperidin-1-yl]phenyl}morpholin-4-yl]-1H-indazole-3-carbonitrile ClC1=C2C(=NNC2=C(C=C1)N1C[C@H](OCC1)C1=CC=C(C=C1)N1CCC(CC1)C(OCCCC)OCCCC)C#N |o1:12|